tert-Butyl 3-(6-((4-chloro-2-fluorophenoxy)methyl)pyrazin-2-yl)-2,5-dihydro-1H-pyrrole-1-carboxylate ClC1=CC(=C(OCC2=CN=CC(=N2)C=2CN(CC2)C(=O)OC(C)(C)C)C=C1)F